(R)-((4-hydroxy-3-(pyrrolidin-2-ylmethyl)-1H-indol-1-yl)methyl)-phosphonic acid OC1=C2C(=CN(C2=CC=C1)CP(O)(O)=O)C[C@@H]1NCCC1